(7S)-9-(2,6-difluorophenyl)-3,7-dimethyl-13,16-dioxa-18-thia-2,4,5,8-tetrazatetracyclo[8.8.0.02,6.011,17]octadeca-1(10),3,5,8,11(17)-pentaene FC1=C(C(=CC=C1)F)C1=N[C@H](C2=NN=C(N2C=2SC=3OCCOCC3C12)C)C